[4-chloro-6-(3-chloro-phenyl)-[1,3,5]triazin-2-yl]-isopropyl-amine ClC1=NC(=NC(=N1)C1=CC(=CC=C1)Cl)NC(C)C